4-(3-((5-bromo-2-((3-methyl-1-(1-methylpiperidin-4-yl)-1H-pyrazol-4-yl)amino)pyrimidin-4-yl)amino)propyl)-1,4-oxazepan-5-one BrC=1C(=NC(=NC1)NC=1C(=NN(C1)C1CCN(CC1)C)C)NCCCN1CCOCCC1=O